C1(=CC(=CC=C1)C1CC(CC(C1)=O)=O)C1=CC=CC=C1 5-(3-biphenylyl)-1,3-cyclohexanedione